1-(2-Chloro-5-((3-(3,3-difluoropiperidin-4-yl)-3-azaspiro[5.5]undecan-9-yl)(methyl)amino)phenyl)dihydropyrimidine-2,4(1H,3H)-dione trifluoroacetate FC(C(=O)O)(F)F.ClC1=C(C=C(C=C1)N(C)C1CCC2(CCN(CC2)C2C(CNCC2)(F)F)CC1)N1C(NC(CC1)=O)=O